6-chloro-N4-isopropyl-2-methylpyrimidine-4,5-diamine ClC1=C(C(=NC(=N1)C)NC(C)C)N